FC(C1=NC=CC(=C1)N1C(N(C(=C1)CN1C[C@@H](N[C@@H](C1)C=1C(=C2COC(C2=CC1)=O)C)C)C)=O)F 1-(2-(difluoromethyl)pyridin-4-yl)-3-methyl-4-(((3S,5R)-3-methyl-5-(4-methyl-1-oxo-1,3-dihydroisobenzofuran-5-yl)piperazin-1-yl)methyl)-1,3-dihydro-2H-imidazol-2-one